(±)-trans-2-(aminomethyl)cyclopropanecarboxylic acid NC[C@H]1[C@@H](C1)C(=O)O |r|